3-amino-4-(hexylamino)-4-oxobutanoic acid NC(CC(=O)O)C(=O)NCCCCCC